4-(6-oxo-3-phenylpyridazin-1(6H)-yl)benzaldehyde O=C1C=CC(=NN1C1=CC=C(C=O)C=C1)C1=CC=CC=C1